2-(1-butyl-1H-benzo[d]imidazol-2-yl)-2-methylpropan-1-amine dihydrochloride Cl.Cl.C(CCC)N1C(=NC2=C1C=CC=C2)C(CN)(C)C